3-[(4-amino-8-methoxy-5,5-dimethyl-6H-benzo[h]quinazolin-7-yl)-[[5-(1-fluoroethyl)-1,3,4-oxadiazol-2-yl]methyl]amino]propanenitrile NC1=NC=NC=2C3=C(CC(C12)(C)C)C(=C(C=C3)OC)N(CCC#N)CC=3OC(=NN3)C(C)F